C(=O)(O)CCOCC(COCCC(=O)O)NC(COCCOCCOCCCC1=C(C=C(C=C1)[N+](=O)[O-])[N+](=O)[O-])=O 6-((2-carboxyethoxy)methyl)-19-(2,4-dinitrophenyl)-8-oxo-4,10,13,16-tetraoxa-7-azanonadecanoic acid